FC1=CC=C(C=C1)C(=O)C=1N=C(SC1)[C@H]1NC[C@@H](C1)F (4-fluorophenyl)(2-((2S,4R)-4-fluoropyrrolidin-2-yl)thiazol-4-yl)methanone